CN1CC2(C1)OCCNC2 2-Methyl-5-oxa-2,8-diazaspiro[3.5]nonane